N1=NSC=2C1=CSN2 isothiazolo[4,3-d]-1,2,3-thiadiazole